C(C1=CC=CC=C1)OC1=C(C=C(C=C1)C1=CC=C(C=C1)C1=NC(=CC(=N1)C1=CC=CC=C1)C1=CC=CC=C1)C1=NC=CC=C1 4-(4-benzyloxy-3-pyridin-2-ylphenyl)phenyl-4,6-diphenylpyrimidine